BrC1=NC=NC(=C1)OC([2H])([2H])[2H] 4-bromo-6-(methoxy-d3)pyrimidine